(S)-4-methyl-3-(1-(pyrimidin-4-yl)pyrrolidin-3-yl)-N-(5-(trifluoromethyl)pyridin-3-yl)benzamide CC1=C(C=C(C(=O)NC=2C=NC=C(C2)C(F)(F)F)C=C1)[C@H]1CN(CC1)C1=NC=NC=C1